(+/-)-(Tetrahydrofuran-3-yl)methanamine hydrochloride Cl.O1C[C@H](CC1)CN |r|